tert-butyl 4-(3-bromo-7-methoxyimidazo[1,2-a]pyridin-6-yl)-4-fluoropiperidine-1-carboxylate BrC1=CN=C2N1C=C(C(=C2)OC)C2(CCN(CC2)C(=O)OC(C)(C)C)F